FC1=C(C=CC(=C1)[N+](=O)[O-])N1C[C@@H](OCC1)COC=1C=NC(=NC1)C=1C=C(CN2N=C(C=CC2=O)C=2C=C(C#N)C=CC2)C=CC1 (R)-3-(1-(3-(5-((4-(2-fluoro-4-nitrophenyl)morpholin-2-yl)methoxy)pyrimidin-2-yl)Benzyl)-6-oxo-1,6-dihydropyridazin-3-yl)benzonitrile